ClC=1C=C2C=CC(=CC2=CC1)SC=1N=NNC1 4-((6-chloronaphthalen-2-yl)thio)-1H-1,2,3-triazole